(Z)-13-((8Z,11Z,14Z)-heptadeca-8,11,14-trien-1-yl)-3-(2-hydroxyethyl)-11,11-dimethyl-10,12,14-trioxa-3-aza-11-siladotriacont-23-en-1-ol C(CCCCCC\C=C/C\C=C/C\C=C/CC)C(O[Si](OCCCCCCN(CCO)CCO)(C)C)OCCCCCCCC\C=C/CCCCCCCC